5-(7,8-Dimethyl-[1,2,4]triazolo[1,5-a]pyridin-6-yl)-1-((1S,4S)-4-(dimethylamino)cyclohexyl)-6-isopropyl-1,3-dihydro-2H-benzo[d]imidazol-2-on CC1=C(C=2N(C=C1C1=CC3=C(N(C(N3)=O)C3CCC(CC3)N(C)C)C=C1C(C)C)N=CN2)C